N-(1-(6-(4-aminopiperidin-1-yl)-5,6,7,8-tetrahydronaphthalen-2-yl)-2-oxo-1,2-dihydropyrimidin-4-yl)piperazine-1-carboxamide Hydrochloride Salt Cl.NC1CCN(CC1)C1CC=2C=CC(=CC2CC1)N1C(N=C(C=C1)NC(=O)N1CCNCC1)=O